ClC1=CC(=C(C=C1)C1=NC(=CC=2N=C(N(C(C21)=O)C)C)[C@@H]2C[C@@H](OCC2)C(=O)OCC)F ethyl (2R,4S)-4-(5-(4-chloro-2-fluorophenyl)-2,3-dimethyl-4-oxo-3,4-dihydropyrido[4,3-d]pyrimidin-7-yl)tetrahydro-2H-pyran-2-carboxylate